CN1CCN(C[C@@H](C1)C)[C@H](CCC)C=1N(C(C2=C(N1)C=CN=C2)=O)CC 2-((R)-1-((R)-4,6-dimethyl-1,4-diazepan-1-yl)butyl)-3-ethylpyrido[4,3-d]pyrimidin-4(3H)-one